NCCOCCOCCC(=O)NC1=CC(=CC=C1)N1C(N(C(C=2C1=C(C(N(C2NC2=C(C=C(C=C2)I)F)C)=O)C)=O)C2CC2)=O 3-(2-(2-Aminoethoxy)ethoxy)-N-(3-(3-cyclopropyl-5-((2-fluoro-4-iodophenyl)amino)-6,8-dimethyl-2,4,7-trioxo-3,4,6,7-tetrahydropyrido[4,3-d]pyrimidin-1(2H)-yl)phenyl)propanamide